COC1=CC=CC(=N1)NC(=O)C1=C(C(=O)O)C=C(C=C1)C(F)(F)F 2-[(6-methoxypyridin-2-yl)carbamoyl]-5-(trifluoromethyl)benzoic acid